Tert-butyl (6-(1-hydroxyl-2-methyl-2-(5-methylpyrimidin-2-yl)propyl)pyridin-3-yl)carbamate OC(C(C)(C1=NC=C(C=N1)C)C)C1=CC=C(C=N1)NC(OC(C)(C)C)=O